2-(1,3-Benzodioxol-5-ylamino)ethanol O1COC2=C1C=CC(=C2)NCCO